1,3-dimethyl-1,3-divinyl-1,3-diphenyldisiloxane C[Si](O[Si](C1=CC=CC=C1)(C=C)C)(C1=CC=CC=C1)C=C